FC(C=1C2=C(C=CC=3C=4C=CC(=C5C(=CC=C(C(=CC1)C23)C54)C(F)(F)F)C(F)(F)F)CCCC(=O)O)(F)F 4-(4,9,10-tris(trifluoromethyl)perylene-3-yl)butanoic acid